C(C(=C)C)(=O)OC(C(C=C)(C=C)OC(C(=C)C)=O)(C=C)C=C tetravinyl-ethylene glycol dimethacrylate